C(CCCCC(=O)OCCC)(=O)OC Adipic acid, methyl propyl ester